OC[C@H]1N(CCC1)C1=NC=CC(=N1)NC(NC=1C=C(C=CC1)N1CC(NCC1)C(=O)O)=O 4-(3-(3-(2-((S)-2-(hydroxymethyl)pyrrolidin-1-yl)pyrimidin-4-yl)ureido)phenyl)piperazine-2-carboxylic acid